C(C)(C)(C)OC(=O)N1CC(CC1)(C(=O)O)C(F)F 1-tert-butoxycarbonyl-3-(difluoromethyl)pyrrolidine-3-carboxylic acid